4-(2-Amino-2-methylpropanoyl)-N-(1-(4-(2-((3aR,6aS)-hexahydropyrrolo[3,4-c]pyrrol-2(1H)-yl)ethyl)phenyl)-2-oxo-1,2-dihydropyrimidin-4-yl)piperazine-1-carboxamide Hydrochloride Salt Cl.NC(C(=O)N1CCN(CC1)C(=O)NC1=NC(N(C=C1)C1=CC=C(C=C1)CCN1C[C@@H]2CNC[C@@H]2C1)=O)(C)C